C(C)N1C(=NN(C1=O)C=1C=C2C(=CN(C(C2=CC1)=O)C1=CC(=CC=C1)F)C1=CC=CC=C1)CO 6-(4-ethyl-3-(hydroxymethyl)-5-oxo-4,5-dihydro-1H-1,2,4-triazol-1-yl)-2-(3-fluorophenyl)-4-phenylisoquinolin-1(2H)-one